CC1=C(C(=C(C1([Hf]C=1CC=2C=C3C(=CC2C1C(C)(C)C)C=CC=C3)C)C)C)C pentamethylcyclopentadienyl-(1-tert-butyl-benz[f]indenyl)hafnium